C(C)C=1C(NN=CC1)=O ethyl-pyridazinone